(3R,4S,5R)-4-(benzyloxy)-5-((benzyloxy)methyl)-2-methoxy-5-vinyltetrahydrofuran-3-ol C(C1=CC=CC=C1)O[C@H]1[C@H](C(O[C@]1(C=C)COCC1=CC=CC=C1)OC)O